C(C)(C)(C)OC(=O)NCCOCCOCCN(CCCCCC(=O)OCCCC(CCCCCC)CCCCCC)CCCCCC(=O)OCCCC(CCCCCC)CCCCCC 4-hexyldecyl 6-[2-[2-[2-(tert-butoxycarbonylamino)ethoxy]ethoxy]ethyl-[6-(4-hexyldecoxy)-6-oxo-hexyl]amino]hexanoate